CN1N=C(C=C1)C1=C2C(=NC=C1)C(=CN2)NC2=NC1=C(N2)C=CC(=C1)OC1=CC=CC=C1 N-[7-(1-methyl-1H-pyrazol-3-yl)-1H-pyrrolo[3,2-b]pyridine-3-yl]-5-phenoxy-1H-benzo[d]imidazole-2-amine